2-(pyridin-2-yl)-4-(4,6-diphenyl-1,3,5-triazin-2-yl)phenol N1=C(C=CC=C1)C1=C(C=CC(=C1)C1=NC(=NC(=N1)C1=CC=CC=C1)C1=CC=CC=C1)O